ClC1=CC(=C(C=C1Cl)O)CN1CC(OCC1)CO 4,5-dichloro-2-[[2-(hydroxymethyl)morpholin-4-yl]methyl]phenol